(S)-10-((5-Chloro-2-((3R,5S)-3,5-dihydroxypiperidin-1-yl)pyrimidin-4-yl)amino)-2-cyclopropyl-3,3-difluoro-7-methyl-1,2,3,4-tetrahydro-[1,4]oxazepino[2,3-c]chinolin-6(7H)-on ClC=1C(=NC(=NC1)N1C[C@@H](C[C@@H](C1)O)O)NC1=CC=2C3=C(C(N(C2C=C1)C)=O)OCC([C@@H](N3)C3CC3)(F)F